FC=1C(=C(C(=O)N)C=CC1F)NC1=C(C=C(C=C1)I)F 3,4-difluoro-2-((2-fluoro-4-iodophenyl)-amino)benzamide